4-(3-ethyl-4-methyl-5-oxo-4,5-dihydro-1H-1,2,4-triazol-1-yl)-5-fluoro-N-(3-methylphenyl)-2-[(2S)-pent-2-yloxy]benzamide C(C)C1=NN(C(N1C)=O)C1=CC(=C(C(=O)NC2=CC(=CC=C2)C)C=C1F)O[C@@H](C)CCC